FC(C(=O)O)(F)F.NC=1N=CC(=NC1N1CCN(CC1)C1=CC=C(C=C1)C#N)C=1C=C(C=CC1C)C(C(=O)N)(C(F)(F)F)O 2-(3-(5-amino-6-(4-(4-cyanophenyl)piperazin-1-yl)pyrazin-2-yl)-4-methylphenyl)-3,3,3-trifluoro-2-hydroxypropanamide trifluoroacetate